FC=1C=C(CN(C=2C3=C(N=C(N2)N(CCOC)CCOC)C(=NC(=N3)N(CCOC)CCOC)N3CCN(CC3)C3=NN(C=N3)C)C)C=CC1F N4-(3,4-difluorobenzyl)-N2,N2,N6,N6-tetrakis(2-methoxyethyl)-N4-methyl-8-(4-(1-methyl-1H-1,2,4-triazol-3-yl)piperazin-1-yl)pyrimido[5,4-d]pyrimidine-2,4,6-triamine